zirconium oxide bis(laurate) C(CCCCCCCCCCC)(=O)[O-].C(CCCCCCCCCCC)(=O)[O-].[O-2].[Zr+4]